4-(2-methyl-1H-indol-5-yl)-1H-1,2,3-triazol CC=1NC2=CC=C(C=C2C1)C=1N=NNC1